[2,2,2-trifluoro-1-(trifluoromethyl)-1-[3-[2,2,2-trifluoro-1-(2-methylprop-2-enoyloxy)-1-(trifluoromethyl)ethyl]phenyl]ethyl] 2-methylprop-2-enoate CC(C(=O)OC(C(F)(F)F)(C1=CC(=CC=C1)C(C(F)(F)F)(C(F)(F)F)OC(C(=C)C)=O)C(F)(F)F)=C